(5-(benzyloxy)-1-(phenylsulfonyl)pentyl)dimethyl-(phenyl)germane C(C1=CC=CC=C1)OCCCCC(S(=O)(=O)C1=CC=CC=C1)[Ge](C1=CC=CC=C1)(C)C